NC=1C(=NC(=NC1)NC1(CCC1)C)NC1CCC(CC1)C(=O)N (1S,4S)-4-((5-amino-2-((1-methylcyclobutyl)amino)pyrimidin-4-yl)amino)cyclohexane-1-carboxamide